tert-butyl 4-vinylindoline-1-carboxylate C(=C)C1=C2CCN(C2=CC=C1)C(=O)OC(C)(C)C